2-fluorobenzonitrile 2,2,2-trifluoroacetate FC(C(=O)O)(F)F.FC1=C(C#N)C=CC=C1